3-bromo-2-[2-(4,4-difluoroazepan-1-yl)-3-quinolyl]-4-oxo-1H-1,6-naphthyridine-5-carboxamide BrC1=C(NC=2C=CN=C(C2C1=O)C(=O)N)C=1C(=NC2=CC=CC=C2C1)N1CCC(CCC1)(F)F